(Z)-((2S,3R,4R)-4-(4-butylbenzyl)-2-(3,4-dimethoxyphenyl)tetrahydrofuran-3-yl)methyl-2-methylbut-2-enoate C(CCC)C1=CC=C(C[C@@H]2[C@@H]([C@H](OC2)C2=CC(=C(C=C2)OC)OC)COC(\C(=C/C)\C)=O)C=C1